COC(=O)[C@@H]1[C@H]([C@H]([C@@H](C1)NC(=O)OC(C)(C)C)[C@H](C(CC)CC)N)O (1S,2S,3S,4R)-3-((S)-1-amino-2-ethylbutyl)-4-((tert-butyloxycarbonyl)amino)-2-hydroxycyclopentane-1-carboxylic acid methyl ester